1-(4-(hydroxyamino)-4-oxobutyl)piperidine-4-carboxamide ONC(CCCN1CCC(CC1)C(=O)N)=O